CN(CC(=O)N1CCC(CC1)C=1C=C2C(=C(NC2=CC1)C1=CN(C2=NC=CC=C21)C)C(C)C)C 2-(dimethylamino)-1-(4-(3-isopropyl-2-(1-methyl-1H-pyrrolo[2,3-b]pyridin-3-yl)-1H-indol-5-yl)piperidin-1-yl)ethan-1-one